C(C)(C)C1=C(C=C(CO)C=C1OC)OC 4-isopropyl-3,5-dimethoxybenzyl alcohol